N1CCC(C12CCOCC2)C2=CC=1C(=NC=CC1NC=1C(=CC3=C(N=CS3)C1F)F)S2 N-(2-(8-oxa-1-azaspiro[4.5]dec-4-yl)thieno[2,3-b]pyridin-4-yl)-4,6-difluorobenzo[d]thiazol-5-amine